4-[2-amino-4-ethyl-5-(3-methoxyphenyl)-3-pyridinyl]phenol NC1=NC=C(C(=C1C1=CC=C(C=C1)O)CC)C1=CC(=CC=C1)OC